(4-([CYCLOHEXYL(ETHYL)AMINO]METHYL)PHENYL)BORANEDIOL C1(CCCCC1)N(CC)CC1=CC=C(C=C1)B(O)O